FC(C1C2C3CCC(CN2C2=NC=CC4=CC=NC(O1)=C24)N3C(=O)[O-])(F)F 9-(trifluoromethyl)-10-oxa-2,12,18,20-tetrazapentacyclo[9.7.1.14,7.02,8.015,19]icosa-1(18),11(19),12,14,16-pentaene-20-carboxylate